C1(CCCCC1)CCOC(=O)N[C@H](C(=O)O)CCN(CCCCC1=NC=2NCCCC2C=C1)C1CC1 (S)-2-(((2-cyclohexylethoxy)carbonyl)amino)-4-(cyclopropyl(4-(5,6,7,8-tetrahydro-1,8-naphthyridin-2-yl)butyl)amino)butanoic acid